NC=1SC2=C(N1)C=CC(=C2)N 2,6-diaminobenzothiazole